2-(3-Methylisoxazol-5-yl)ethan CC1=NOC(=C1)CC